(S)-METHYL 6'-CHLORO-5-(((1R,2R)-2-((S)-1-HYDROXYALLYL)CYCLOBUTYL)METHYL)-3',4,4',5-TETRAHYDRO-2H,2'H-SPIRO[BENZO[B][1,4]OXAZEPINE-3,1'-NAPHTHALENE]-7-CARBOXYLATE ClC=1C=C2CCC[C@]3(C2=CC1)CN(C1=C(OC3)C=CC(=C1)C(=O)OC)C[C@H]1[C@@H](CC1)[C@H](C=C)O